6-CHLOROIMIDAZO[1,2-A]PYRIMIDINE-3-CARBALDEHYDE ClC=1C=NC=2N(C1)C(=CN2)C=O